N1N=C(C=C1)[C@@H](CC)NC(OC(C)(C)C)=O tert-butyl (R)-(1-(1H-pyrazol-3-yl)propyl)carbamate